(3S,6S)-3-Methyl-6-isopropenyl-9-decen-1-yl-acetat C[C@@H](CCCC(=O)[O-])CC[C@H](CCC=C)C(=C)C